(2-Fluoro-4-((7-methoxy-2-oxo-2,3-dihydro-1H-imidazo[4,5-c][1,8]naphthyridin-1-yl)methyl)phenyl)phosphonic acid FC1=C(C=CC(=C1)CN1C(NC=2C=NC=3N=C(C=CC3C21)OC)=O)P(O)(O)=O